C(CCCCCCCCCCCCCCC)(=O)OCCC(CC\C=C(/CC)\C)C (Z)-3,7-dimethylnon-6-en-1-yl palmitate